(2S,3S)-3-(2-methylphenyl)butan-2-yl-N-[(3-acetoxy-4-methoxypyridin-2-yl)carbonyl]-L-alanine CC1=C(C=CC=C1)[C@@H](C(C)N([C@@H](C)C(=O)O)C(=O)C1=NC=CC(=C1OC(C)=O)OC)C